ClC(C1=NC(=NO1)C1=CC=2N(C=C1)C=C(N2)CN=S(=O)(CC2=CC=C(C=C2)C)C)(F)F (((7-(5-(chlorodifluoromethyl)-1,2,4-oxadiazol-3-yl)imidazo[1,2-a]pyridin-2-yl)methyl)imino)(methyl)(4-methylbenzyl)-λ6-sulfanone